tert-Butyl N-[3,4-dichloro-6-(trifluoromethyl)-9H-pyrido[2,3-b]indol-8-yl]-N-ethylcarbamate ClC1=C(C2=C(NC3=C(C=C(C=C23)C(F)(F)F)N(C(OC(C)(C)C)=O)CC)N=C1)Cl